O=C1NC(CCC1N1C(C2=CC=CC(=C2C1=O)N)=O)=O 2-(2,6-dioxopiperidine-3-yl)-4-aminoisoindoline-1,3-dione